FC(C(F)(F)OCC)C(F)(F)F Ethyl hexafluoropropyl ether